2-[1-(3,3-dimethyl-1-cyclopenten-1-yl)ethoxy]-2-methylpropyl (2S)-2-hydroxypropanoate O[C@H](C(=O)OCC(C)(C)OC(C)C1=CC(CC1)(C)C)C